ClC=1N=NC(=CC1)S(=O)(=O)C 3-chloro-6-(methylsulfonyl)pyridazine